C(CCCC)(=O)NN 2-pentanoylhydrazine